O=C(C(=O)NC1=C(C(=O)OC)C=CC=N1)N1C2CC2N(CC1)C(COC1=CC=C(C=C1)C(F)(F)F)=O methyl 2-(2-oxo-2-(5-(2-(4-(trifluoromethyl)phenoxy)acetyl)-2,5-diazabicyclo[4.1.0]heptan-2-yl)acetamido)nicotinate